CNC(C1=NC=CC(=C1)CN1CCC2=CC=C(C=C12)CC(=O)C1=CC(=CC(=C1)C(F)(F)F)N1C=NC(=C1)C)=O N-methyl-4-((6-(2-(3-(4-methyl-1H-imidazol-1-yl)-5-(trifluoromethyl)phenyl)-2-oxoethyl)indolin-1-yl)methyl)picolinamide